2-n-propyl-oxazine C(CC)N1OC=CC=C1